(R)-3-((S)-3-(3-((2-aminoethyl)amino)phenyl)-1-(tert-butoxy)-1-oxopropan-2-yl)pyrrolidine-1-carboxylic acid tert-butyl ester C(C)(C)(C)OC(=O)N1C[C@H](CC1)[C@@H](C(=O)OC(C)(C)C)CC1=CC(=CC=C1)NCCN